C1(=CC=CC2=CC=CC=C12)CC(C(=O)N)CCCCCC(C)=O (1-naphthylmethyl)-8-oxononanamide